BrC=1C=C(C=CC1)N(N)C 1-(3-bromophenyl)-1-methylhydrazine